5-(m-tolyloxy)pyrimidine-2,4(1H,3H)-dione C1(=CC(=CC=C1)OC=1C(NC(NC1)=O)=O)C